CC1C(CC(CC1)N=C=O)N=C=O 2-methyl-1,5-diisocyanatocyclohexane